NC1=NC(=C(C=C1C=1C=C2CCNC(C2=CC1)=O)C1=CC=C(C=C1)C1CN(CCC1)CC(F)F)F 6-(2-amino-5-(4-(1-(2,2-difluoroethyl)piperidin-3-yl)phenyl)-6-fluoropyridin-3-yl)-3,4-dihydroisoquinolin-1(2H)-one